4-(4-(6-(1,2-Dihydroxyethyl)pyridin-2-yl)phenoxy)-3-(trifluoromethyl)benzonitril OC(CO)C1=CC=CC(=N1)C1=CC=C(OC2=C(C=C(C#N)C=C2)C(F)(F)F)C=C1